1'H,3'H,4H-spiro[isoxazole-5,2'-pyrrolizine] C1C2(CN3C=CC=C13)CC=NO2